5-chloro-2-methyl-N-(1-(methylsulfonyl)indol-7-yl)-2H-pyrazolo[4,3-d]Pyrimidine-7-amine ClC=1N=C(C=2C(N1)=CN(N2)C)NC=2C=CC=C1C=CN(C21)S(=O)(=O)C